((6-(difluoromethoxy)-2-(3'-(6-fluoro-5-(pyrrolidin-1-ylmethyl)-1H-benzo[d]imidazol-2-yl)-2,2'-dimethyl-[1,1'-biphenyl]-3-yl)benzo[d]oxazol-5-yl)methyl)-L-proline FC(OC1=CC2=C(N=C(O2)C=2C(=C(C=CC2)C2=C(C(=CC=C2)C2=NC3=C(N2)C=C(C(=C3)CN3CCCC3)F)C)C)C=C1CN1[C@@H](CCC1)C(=O)O)F